OC1=C(C=NC=C1C=O)[N+](=O)[O-] 4-HYDROXY-5-NITRONICOTINALDEHYDE